Cl.CN1N=C(C2=C(C=C(C=C12)C)C)C1CCNCC1 1,4,6-trimethyl-3-piperidin-4-yl-1H-indazole-hydrochloride